C(C)(C)(C)OC(=O)N1C=CC2=CC=C(C=C12)CN1N=NC(=C1)C=1C=NC=C(C1)[Se]C#N 6-((4-(5-selenocyanopyridin-3-yl)-1H-1,2,3-triazol-1-yl)methyl)-1H-indole-1-carboxylic acid tert-butyl ester